2-Fluoro-N-(2-(furan-2-yl)-4-((methylamino)methyl)phenyl)benzenesulfonamide FC1=C(C=CC=C1)S(=O)(=O)NC1=C(C=C(C=C1)CNC)C=1OC=CC1